O=C1NC(CCC1NC=1C=C(C=CC1)CC(=O)N)=O 3-((2,6-dioxopiperidin-3-yl)amino)phenyl-acetamide